(S)-3-(4-amino-6-cyclopropylpyrido[3,2-d]pyrimidin-8-yl)-2,4-dimethylphenol NC=1C2=C(N=CN1)C(=CC(=N2)C2CC2)C=2C(=C(C=CC2C)O)C